N1=CN=CC2=C1C=CNC2=O pyrido[4,3-d]Pyrimidin-5(6H)-one